N-(5-{2-[3,5-difluoro-4-(trifluoromethyl)phenoxy]ethyl}-1H-indol-3-yl)acetamide FC=1C=C(OCCC=2C=C3C(=CNC3=CC2)NC(C)=O)C=C(C1C(F)(F)F)F